3-bromo-5-(2-methoxyphenyl)-1,2,4-thiadiazole BrC1=NSC(=N1)C1=C(C=CC=C1)OC